(2R,4R)-N-(3-(5-fluoropyrimidin-2-yl)-4-methylphenyl)-N-(4-methoxybenzyl)-4-(trifluoromethyl)pyrrolidine-2-carboxamide hydrochloride Cl.FC=1C=NC(=NC1)C=1C=C(C=CC1C)N(C(=O)[C@@H]1NC[C@@H](C1)C(F)(F)F)CC1=CC=C(C=C1)OC